ClC1=CC=C(C=C1)NC([O-])=O N-(4-chlorophenyl)carbamate